C(C)(C)(C)C1=C(C=C(C=C1)C(NC(=O)C1N(CC(C1)F)C(CC1=CN=NN1)=O)C1=CC=CC=C1)F N-[(4-tert-butyl-3-fluorophenyl)(phenyl)methyl]-4-fluoro-1-[2-(1H-1,2,3-triazol-5-yl)acetyl]pyrrolidine-2-carboxamide